C1(CCCCC1)NC1=NC=CC2=C1N=C(N=C2)NC2=C(C=C(C=C2)C=2C=NN(C2)C)OC N8-cyclohexyl-N2-(2-methoxy-4-(1-methyl-1H-pyrazol-4-yl)phenyl)pyrido[3,4-d]pyrimidine-2,8-diamine